C(CCCCC#N)#N adiponitrile